2-(4-chlorophenyl)-7-Methoxy-9,9'-spirobifluorene ClC1=CC=C(C=C1)C1=CC=2C3(C4=CC(=CC=C4C2C=C1)OC)C1=CC=CC=C1C=1C=CC=CC13